3-octadecynic acid C(CC#CCCCCCCCCCCCCCC)(=O)O